C1(=CC=CC=C1)/C=C/C(=O)O trans-3-phenylacrylic acid